C1(=CC=CC=C1)S(=O)(=O)N1C(=CC=2C1=NC=CC2Br)C2=CC=C(C=C2)N2CCN(CC2)C 1-{4-[1-(benzenesulfonyl)-4-bromopyrrolo[2,3-b]pyridin-2-yl]phenyl}-4-methylpiperazine